NC=1C(=C(C=C2C(C=C(OC12)C1=CC=C(C#N)C=C1)=O)F)O 4-(8-amino-6-fluoro-7-hydroxy-4-oxo-4H-chromen-2-yl)benzonitrile